C(#N)C1=CC=C(C=C1)C1CCN(CC1)C(=O)C=1C=CC(=C(C1)NC=1C=NC=C(C(=O)NC(C)C)C1)C 5-((5-(4-(4-cyanophenyl)piperidine-1-carbonyl)-2-methylphenyl)amino)-N-isopropylnicotinamide